CC1=NC=C(C(=C1)C1=CC=2N(C=C1)N=C(C2)NC(=O)C2CC2)OC[C@@](C(F)(F)F)(C)O (R)-N-(5-(2-methyl-5-(3,3,3-trifluoro-2-hydroxy-2-methylpropoxy)pyridin-4-yl)pyrazolo[1,5-a]pyridin-2-yl)cyclopropanecarboxamide